NC1=NC2=CC(=CC=C2C=C1F)/C=C/[C@@H]1[C@H]([C@H]([C@@H](C1)N1CCC2=C1N=CN=C2N)O)O (1S,2R,3R,5R)-3-((E)-2-(2-amino-3-fluoroquinolin-7-yl)vinyl)-5-(4-amino-5,6-dihydro-7H-pyrrolo[2,3-d]pyrimidin-7-yl)cyclopentane-1,2-diol